COC=1C(=NC=C(C1)[N+](=O)[O-])N1C[C@H]2CC[C@@H](C1)O2 (1R,5S)-3-(3-methoxy-5-nitropyridin-2-yl)-8-oxa-3-azabicyclo[3.2.1]octane